FC1([C@H](C=2C(=CN(C2CC1)C=1C=CC(=C(C#N)C1)F)S(=O)(=O)C(F)(F)F)O)F (S)-5-(5,5-difluoro-4-hydroxy-3-((trifluoromethyl)sulfonyl)-4,5,6,7-tetrahydro-1H-indole-1-yl)-2-fluorobenzonitrile